C1(=CC=CC2=CC=CC=C12)OB(O)O naphthyl-boric acid